BrC1=NN2C(C(=NC(C2F)OC)N2CC(CC2)(C)C)=C1 2-bromo-4-(3,3-dimethylpyrrolidin-1-yl)-7-fluoro-6-methoxy-6,7-dihydropyrazolo[1,5-a]pyrazine